C1(=CC=C(C=C1)COC1=CC2=C(C(=CC(O2)=O)C(F)(F)F)C=C1)C1=CC=CC=C1 7-(([1,1'-biphenyl]-4-yl)methoxy)-4-trifluoromethyl-2H-1-benzopyran-2-one